OC=1C=C(C(=O)O)C=C(C1)OC 3-Hydroxy-5-methoxybenzoic acid